ClC1=C(C=CC(=C1)F)C1=CC(OC2=CC(=CC=C12)/C=C(/C(=O)OCC)\C)=O ethyl (E)-3-(4-(2-chloro-4-fluorophenyl)-2-oxo-2H-chromen-7-yl)-2-methylacrylate